N-Boc-2,5-dimethylpiperazine C(=O)(OC(C)(C)C)N1C(CNC(C1)C)C